bicyclo[4.4.1]undecanyl methacrylate C(C(=C)C)(=O)OC12CCCCC(CCCC1)C2